Tert-butyl (S)-5-amino-4-(4-((3-chloro-4-((1-(4-cyano-2-fluorophenyl)piperidin-4-yl)thio)benzyl)oxy)-1-oxoisoindolin-2-yl)-5-oxopentanoate NC([C@H](CCC(=O)OC(C)(C)C)N1C(C2=CC=CC(=C2C1)OCC1=CC(=C(C=C1)SC1CCN(CC1)C1=C(C=C(C=C1)C#N)F)Cl)=O)=O